tert-Butyl N-[2-amino-1-[(6-methyl-2-oxo-3,4-dihydro-1H-quinolin-3-yl)methyl]-2-oxo-ethyl]carbamate NC(C(CC1C(NC2=CC=C(C=C2C1)C)=O)NC(OC(C)(C)C)=O)=O